1-((2S,4R)-4-amino-2-fluoro-5-(11-fluoro-7-oxo-7,8-dihydrobenzo[5,6]azepino[3,4-b]indol-6(5H)-yl)pentyl)guanidine hydrochloride salt Cl.N[C@H](C[C@@H](CNC(=N)N)F)CN1C(C=2NC=3C=CC(=CC3C2C2=C(C1)C=CC=C2)F)=O